O1C(=NC2=C1C=CC=C2)C2=C(O[C@@H]1CN(CC1)CC(=O)N1[C@@H](CCC1)C#N)C=CC=C2 (S)-1-(2-((S)-3-(2-(Benzo[d]oxazol-2-yl)phenoxy)pyrrolidin-1-yl)acetyl)pyrrolidin-2-carbonitril